C(#N)N1[C@H]2[C@@H](C[C@@H]1CC2)NC(C2=C(C=C(C=C2)B2OC(C(O2)(C)C)(C)C)C)=O N-((1R,2R,4S)-7-cyano-7-azabicyclo[2.2.1]heptan-2-yl)-2-methyl-4-(4,4,5,5-tetramethyl-1,3,2-dioxaborolan-2-yl)benzamide